C([C@@H](C(=O)O)N)[Se][Se]C[C@@H](C(=O)O)N Selenocystin